2-chloro-4-((3-cyanobenzyl)amino)pyrimidin-5-carboxamide ClC1=NC=C(C(=N1)NCC1=CC(=CC=C1)C#N)C(=O)N